5-[4-[3-[2-(1-piperidinyl)ethoxy]pyrrolidin-1-yl]pyrazolo[3,4-d]pyrimidin-2-yl]-1H-pyrimidine-2,4-dione hydrochloride Cl.N1(CCCCC1)CCOC1CN(CC1)C=1C=2C(N=CN1)=NN(C2)C=2C(NC(NC2)=O)=O